1-(4-Methoxybenzyl)-3-nitro-4-vinyl-1H-pyrazole COC1=CC=C(CN2N=C(C(=C2)C=C)[N+](=O)[O-])C=C1